4-methyl-1-prop-2-yl-7-oxabicyclo[2.2.1]heptane CC12CCC(CC1)(O2)C(C)C